C(C)OC(=O)C1=C(OC=C1)C(=O)O (ethoxycarbonyl)furan-2-carboxylic acid